CC1=CC=C(N=N1)C[C@@H]1CC[C@H](CC1)C(=O)N1OCC[C@H]1C1=NC=CN=C1 trans-[4-[(6-methylpyridazin-3-yl)methyl]cyclohexyl]-[(3S)-3-pyrazin-2-ylisoxazolidin-2-yl]methanone